5,5'-tetramethylenebis(1,2,3,4-tetrazole) N1N=NN=C1CCCCC1=NN=NN1